ClC=1C=C2C(=CN=C(C2=CN1)N1[C@H]([C@@H](C1)CS(=O)(=O)C)C)C(C)C 6-chloro-4-isopropyl-1-((2S,3R)-2-methyl-3-((methylsulfonyl)methyl)azetidin-1-yl)-2,7-naphthyridine